methyl α-D-glucopyranoside O([C@@H]1[C@H](O)[C@@H](O)[C@H](O)[C@H](O1)CO)C